COC(=O)C1=CC(=CC2=C1N(C=N2)CCCNC(=O)OC(C)(C)C)C2=C(C=C(C=C2)C)Cl.C2=C(C=CC=1C3=CC=CC=C3NC21)C=2C1=CC=CC=C1C(=C1C=CC=CC21)C2=CC=1NC3=CC=CC=C3C1C=C2 9,10-Di(2-carbazolyl)anthracene methyl-1-(3-((tert-butoxycarbonyl)amino)propyl)-5-(2-chloro-4-methylphenyl)-1H-benzo[d]imidazole-7-carboxylate